methyl 4-oxo-7-(4,4,5,5-tetramethyl-1,3,2-dioxaborolan-2-yl)-3,4-dihydrophthalazine-1-carboxylate O=C1NN=C(C2=CC(=CC=C12)B1OC(C(O1)(C)C)(C)C)C(=O)OC